NCC1CCOCC1 4-Aminomethyl-tetrahydropyran